(S)-2-chloro-N-(2-(1-cyclopropyl-2-hydroxy-2-methylpropyl)-3-oxoisoindolin-4-yl)-3-methylbenzamide ClC1=C(C(=O)NC2=C3C(N(CC3=CC=C2)[C@H](C(C)(C)O)C2CC2)=O)C=CC=C1C